BrCCC(=O)[O-] 3-Bromopropionate